cyclohexyl (R)-3-(2-(6-((5-acrylamido-2-methoxy-4-(4-methylpiperazin-1-yl)phenyl)amino)pyrimidin-4-yl)isoxazolidin-3-yl)benzoate C(C=C)(=O)NC=1C(=CC(=C(C1)NC1=CC(=NC=N1)N1OCC[C@@H]1C=1C=C(C(=O)OC2CCCCC2)C=CC1)OC)N1CCN(CC1)C